bis(chloroethyl)urea ClCCNC(NCCCl)=O